CC(C(C1=C(C(=CC(=C1)C)C)O)C1=C(C(=CC(=C1)C)C)O)C 2,2'-(2-Methylpropyliden)bis[4,6-xylenol]